(R)-5-bromo-2-(pyrrolidin-3-yl)-2H-indazole BrC1=CC2=CN(N=C2C=C1)[C@H]1CNCC1